BrC=1C=C2CC(N(CC2=C(C1)C=C)CC)=O 6-bromo-2-Ethyl-8-vinyl-1,4-dihydroisoquinolin-3(2H)-one